CC(CC[C@@H](C(=O)OC)NC(COC1=CC(=CC=C1)OC1=NC=C(C=C1)C(NCCOCCOCCOCCOCC#C)=O)=O)(C)C methyl (2S)-5,5-dimethyl-2-[[2-[3-[[5-[2-[2-[2-(2-prop-2-ynoxyethoxy)ethoxy]ethoxy] ethylcarbamoyl]-2-pyridyl]oxy]phenoxy]acetyl]amino]hexanoate